CC1=CC(=NC=C1OC1=CC(=C2C(=N1)N(C=N2)C)NC2=NC=C(C=C2)C(=O)N2C[C@H]([C@@H](CC2)O)O)C#N |r| 4-methyl-5-[3-methyl-7-[[5-[rac-(3R,4R)-3,4-dihydroxypiperidine-1-carbonyl]pyridin-2-yl]amino]imidazo[4,5-b]pyridin-5-yl]oxypyridine-2-carbonitrile